5'-(4,4'-dimethoxytrityl)-N-isobutyryl-guanosine COC1=CC=C(C(C2=CC=C(C=C2)OC)(C2=CC=CC=C2)C([C@@H]2[C@H]([C@H]([C@@H](O2)N2C=NC=3C(=O)NC(NC(C(C)C)=O)=NC23)O)O)O)C=C1